BrC=1C=C2C=C(C(N(C2=NC1)CC=1C=NC=CC1)=O)C(=O)NC1CC2(C1)CCC2 6-bromo-2-oxo-1-(pyridin-3-ylmethyl)-N-(spiro[3.3]heptan-2-yl)-1,2-dihydro-1,8-naphthyridine-3-carboxamide